ClC=1C=CC(=C(NC=2C3=C(N=CN2)C=NC(=C3)C3CN(C3)C(=O)OC(C)(C)C)C1)F tert-butyl 3-[4-(5-chloro-2-fluoro-anilino)pyrido[3,4-d]pyrimidin-6-yl]azetidine-1-carboxylate